ClC=1C=CC(=C(C1)C1=CC(=C(N=N1)OCC1OC(OC1)=O)NC1=CC(=NC=C1)NC(CCN1CCN(CC1)C)=O)F N-(4-{[6-(5-chloro-2-fluorophenyl)-3-[(2-oxo-1,3-dioxolan-4-yl)methoxy]pyridazin-4-yl]amino}pyridin-2-yl)-3-(4-methylpiperazin-1-yl)propanamide